bis-(2-hydroxyethyl)dimethylammonium OCC[N+](C)(C)CCO